[Ru].ClP(C1(C=C(C2=CC=CC=C12)C1=CC=CC=C1)P(C1CCCCC1)(C1CCCCC1)(C1CCCCC1)Cl)(C1CCCCC1)(C1CCCCC1)C1CCCCC1 dichloro-(3-phenyl-1H-indene-1-ylidene)bis(tricyclohexylphosphine) ruthenium